ClC1=C(C=CC(=C1)Cl)C(NCC=1C=NC=CC1)C=1C=NN(C1)C1OCCCC1 1-(2,4-Dichlorophenyl)-N-(pyridin-3-ylmethyl)-1-(1-(tetrahydro-2H-pyran-2-yl)-1H-pyrazol-4-yl)methanamine